NC1CCC(CC1)C1=CN=C(S1)C1=C(C=C(C=C1)NC1=NNC(=C1)C)S(=O)(=O)C1CC1 N-(4-(5-(4-aminocyclohexyl)thiazol-2-yl)-3-(cyclopropylsulfonyl)phenyl)-5-methyl-1H-pyrazol-3-amine